FC1=C(C=C(C=C1)S(=O)(=O)N(C)CC1=CC=C(C=C1)OC)C1OCC(C(O1)(C)C)(C)C 4-fluoro-N-(4-methoxybenzyl)-N-methyl-3-(4,4,5,5-tetramethyl-1,3-dioxan-2-yl)benzenesulfonamide